3-[(2S)-4-[(tert-butyldimethylsilyl)oxy]butan-2-yl]-6-chloroimidazo[1,5-a]pyrazine [Si](C)(C)(C(C)(C)C)OCC[C@H](C)C1=NC=C2N1C=C(N=C2)Cl